[N+](=O)([O-])C1=C(C=CC=C1)C=1C=C2C=CNC2=CC1 5-(2-Nitrophenyl)-1H-indole